tert-butyl 6-(4-hydroxy-3-Isopropyl-phenyl)-3-methyl-3,4-dihydro-2H-pyridine-1-carboxylate OC1=C(C=C(C=C1)C1=CCC(CN1C(=O)OC(C)(C)C)C)C(C)C